di-tert-butyl 2,2-ditetradecylmalonate C(CCCCCCCCCCCCC)C(C(=O)OC(C)(C)C)(C(=O)OC(C)(C)C)CCCCCCCCCCCCCC